ClC=1C=C(C=C(C1)NS(=O)(=O)C)NC(=O)C1=CN(C(=C1)C1=NC=C(C=C1F)N1CCC(CC1)(F)F)C N-(3-chloro-5-(methylsulfonylamino)phenyl)-5-(5-(4,4-difluoropiperidin-1-yl)-3-fluoropyridin-2-yl)-1-methyl-1H-pyrrole-3-carboxamide